methyl 2-[3-[2-[[6-[2,6-difluoro-3-[[(3R)-3-fluoropyrrolidin-1-yl]sulfonylamino]phenyl]-8-methyl-7-oxopyrido[2,3-d]pyrimidin-2-yl]amino]ethyl]phenyl]acetate FC1=C(C(=CC=C1NS(=O)(=O)N1C[C@@H](CC1)F)F)C1=CC2=C(N=C(N=C2)NCCC=2C=C(C=CC2)CC(=O)OC)N(C1=O)C